FC=C1CCN(CC1)C(=O)OC(C)(C)C tert-Butyl 4-(fluoromethylidene)piperidin-1-carboxylate